C(C1=CC=CC=C1)N1CCC(CC1)CCNC(=O)N1[C@@H](CN(CC1)C1=NC=C(C(=N1)OC)C#N)C (2R)-N-[2-(1-benzylpiperidin-4-yl)ethyl]-4-(5-cyano-4-methoxypyrimidin-2-yl)-2-methylpiperazine-1-carboxamide